COC=1C=C(C=CC1NC=1N=C(C2=C(N1)NC=C2)N2OCC[C@H]2C2=CC=CC=C2)C(=O)N2CCC(CC2)N2CCN(CC2)C (S)-(3-methoxy-4-((4-(3-phenylisoxazolidin-2-yl)-7H-pyrrolo[2,3-d]pyrimidin-2-yl)amino)phenyl)(4-(4-methylpiperazin-1-yl)piperidin-1-yl)methanone